OCC1=C(N=NN1C)C1=CC=C(C(=N1)C)C1CC(COC1)CC(=O)OC methyl 2-(5-(6-(5-(hydroxymethyl)-1-methyl-1H-1,2,3-triazol-4-yl)-2-methylpyridin-3-yl)tetrahydro-2H-pyran-3-yl)acetate